N1C=C(CC=C1)C(=O)OC(C)C1(C=C2C(=NC(O2)N2CC3C(C2)COC3)C(C1)=O)C1=CC(=C(C=C1)N1C[C@@H](CC1)OC)C#N 6-(3-cyano-4-((R)-3-methoxypyrrolidin-1-yl) Phenyl)-4-oxo-1-(2-(tetrahydro-1H-furo[3,4-c]pyrrol-5(3H)-yl)benzo[d]oxazol-6-yl)-Ethyl 1,4-dihydropyridine-3-carboxylate